(3S,4R)-3-fluoro-1-(4-((5-isopropyl-8-((2-(methylsulfonyl)ethyl)amino)-2,7-naphthyridin-3-yl)amino)pyrimidin-2-yl)-3-methylpiperidin-4-ol F[C@]1(CN(CC[C@H]1O)C1=NC=CC(=N1)NC=1N=CC2=C(N=CC(=C2C1)C(C)C)NCCS(=O)(=O)C)C